3-[1H-benzimidazol-2-yl-(5-fluoro-2-hydroxy-phenyl)methyl]-5-chloro-6-[4-(1-methyl-4-piperidyl)phenyl]-quinazolin-4-one N1C(=NC2=C1C=CC=C2)C(N2C=NC1=CC=C(C(=C1C2=O)Cl)C2=CC=C(C=C2)C2CCN(CC2)C)C2=C(C=CC(=C2)F)O